CS(=O)(=O)NC(C1=C(C=CC=C1)C(=O)N1CCC(CC1)C1=C(C=CC=C1)C(F)(F)F)=O N-(methylsulfonyl)-2-(4-(2-(trifluoromethyl)phenyl)piperidine-1-carbonyl)benzamide